3-((5-(chloromethyl)-3-fluoropyridin-2-yl)amino)piperidine-2,6-dione ClCC=1C=C(C(=NC1)NC1C(NC(CC1)=O)=O)F